C(#N)C=1C=CC(=NC1C1=C(C=CC=C1OC)F)NC1=NC=C(C(=C1)N1C[C@H](CCC1)NC(OC(C)(C)C)=O)C=1C=NN(C1)C(F)F tert-butyl N-[(3S)-1-[2-[[5-cyano-6-(2-fluoro-6-methoxy-phenyl)-2-pyridyl]amino]-5-[1-(difluoromethyl)pyrazol-4-yl]-4-pyridyl]-3-piperidyl]carbamate